ClC1=C(C=2N=C(N=C3C2C(=N1)OCCN3CCO)SC)F 2-(5-chloro-4-fluoro-2-(methylthio)-8,9-dihydro-10H-7-oxa-1,3,6,10-tetraazacyclohepta[de]naphthalen-10-yl)ethan-1-ol